(3R)-1-((R)-1-(6-amino-5-fluoropyrimidin-4-yl)piperidin-3-yl)-3-(3-chloro-5-fluorophenylamino)-5,6-dihydroxyazepan-2-one NC1=C(C(=NC=N1)N1C[C@@H](CCC1)N1C([C@@H](CC(C(C1)O)O)NC1=CC(=CC(=C1)F)Cl)=O)F